5-bromo-2-(isopropylsulfonyl)pyrimidine magnesium [Mg].BrC=1C=NC(=NC1)S(=O)(=O)C(C)C